hexadecane-1,7-diol C(CCCCCC(CCCCCCCCC)O)O